OC1=C2C(C=C(OC2=CC(=C1)OC1=CC(=NC(=C1)NC1=CC=C(C=C1)F)C)C1=CC=CC=C1)=O 5-Hydroxy-2-phenyl-7-((6-(4-fluorophenylamino)-2-methylpyridin-4-yl)oxy)-4H-chromen-4-one